[Cl-].[Cl-].[N+](=O)([O-])C1=C(C=CC(=C1)[N+](=O)[O-])N1C=CC(C=C1)=C1C=CN(C=C1)C1=C(C=C(C=C1)[N+](=O)[O-])[N+](=O)[O-] 1,1'-bis(2,4-dinitrophenyl)-4,4'-bipyridine dichloride